[N+](=O)([O-])NC(NCCC[C@H](N)C(=O)O)=N Nω-nitro-arginine